2,4-dichloro-5-iodo-7-p-toluenesulfonyl-7H-pyrrolo[2,3-d]pyrimidine ClC=1N=C(C2=C(N1)N(C=C2I)S(=O)(=O)C2=CC=C(C)C=C2)Cl